3-(3-Phenylpropyl)-5-[(2S,4S)-1-benzylsulfonyl-4-phenyl-pyrrolidin-2-yl]-1,2,4-oxadiazole C1(=CC=CC=C1)CCCC1=NOC(=N1)[C@H]1N(C[C@@H](C1)C1=CC=CC=C1)S(=O)(=O)CC1=CC=CC=C1